5-(3-(3-Chloro-5-formyl-1H-indol-1-yl)-1,2,4-oxadiazol-5-yl)-2-isopropoxybenzonitrile ClC1=CN(C2=CC=C(C=C12)C=O)C1=NOC(=N1)C=1C=CC(=C(C#N)C1)OC(C)C